tert-butyl (R)-3-((chlorocarbonyl)(1-methyl-1H-pyrrolo[2,3-c]pyridin-7-yl)amino)piperidine-1-carboxylate ClC(=O)N([C@H]1CN(CCC1)C(=O)OC(C)(C)C)C=1N=CC=C2C1N(C=C2)C